N1=CC=C(C=C1)C1=CC=C(C=C1)B(O)O 4-(pyridine-4-yl)phenylboronic acid